O=C1CC2CC2C1 3-oxobicyclo[3.1.0]hexan